C1(CC1)S(=O)(=O)C=1C=C(OC[C@H](CN[C@H]2COC3(C2)CCN(CC3)S(=O)(=O)C=3C=NC2=CC=C(C=C2C3O)F)O)C=CC1 3-((R)-3-((S)-3-(3-(cyclopropylsulfonyl)phenoxy)-2-hydroxypropylamino)-1-oxa-8-azaspiro[4.5]decan-8-ylsulfonyl)-6-fluoroquinolin-4-ol